C(C)(C)(C)C1=NC=C(C(=N1)NC1(CCC1)OC)C(=O)OCC ethyl 2-tert-butyl-4-[(3-trans-methoxy)cyclobutyl]amino-pyrimidine-5-carboxylate